N-(4-((5-(benzyloxy)-3-fluoro-2-(4-methoxy-2-methylphenyl)-1H-indol-1-yl)methyl)phenethyl)cyclopropylamine C(C1=CC=CC=C1)OC=1C=C2C(=C(N(C2=CC1)CC1=CC=C(CCNC2CC2)C=C1)C1=C(C=C(C=C1)OC)C)F